OC=1C=C(C=CC1)C1=C(C=CC=C1)CN1CCN(CC1)C1=CC=C(N=N1)C(=O)NC1=CC=C(C=C1)OC 6-[4-[[2-(3-hydroxyphenyl)phenyl]methyl]piperazin-1-yl]-N-(4-methoxyphenyl)pyridazine-3-carboxamide